(R)-4-(4,5-dimethyl-6-pyridin-4-ylmethyl-pyridazin-3-yl)-2-methyl-3,4,5,6-tetrahydro-2H-[1,2']bipyrazinyl-5'-carboxylic acid methyl ester COC(=O)C=1N=CC(=NC1)N1[C@@H](CN(CC1)C=1N=NC(=C(C1C)C)CC1=CC=NC=C1)C